O[C@H](CN1CCC(CC1)NC(=O)C1=NN2C(N=CC=C2C2=CC(=C(C=C2)OC)OC)=C1)CO (R)-N-(1-(2,3-dihydroxypropyl)piperidin-4-yl)-7-(3,4-dimethoxyphenyl)pyrazolo[1,5-a]pyrimidine-2-carboxamide